(1R,3aS,6aR)-N-((S)-1-cyano-2-((S)-2-oxopiperidin-3-yl)ethyl)-2-(4-(difluoromethyl)-6-fluoro-1H-indole-2-carbonyl)-5,5-difluorooctahydrocyclopenta[c]pyrrole-1-carboxamide C(#N)[C@H](C[C@H]1C(NCCC1)=O)NC(=O)[C@@H]1N(C[C@@H]2[C@H]1CC(C2)(F)F)C(=O)C=2NC1=CC(=CC(=C1C2)C(F)F)F